BrC=1C=NN2C1N=C(N=C2NCC2=CC=C(C=C2)NC(=O)C2(CC2)F)N2[C@@H](CCCC2)CCO (S)-N-(4-(((8-bromo-2-(2-(2-hydroxyethyl)piperidin-1-yl)pyrazolo[1,5-a][1,3,5]triazin-4-yl)amino)methyl)phenyl)-1-fluorocyclopropane-1-carboxamide